(2-fluorophenyl)(4-fluorophenyl)benzyl alcohol FC1=C(C=CC=C1)C(C1=CC=CC=C1)(C1=CC=C(C=C1)F)O